(5-bromo-2H-indazol-2-yl)propan-2-ol 2-(((benzyloxy)carbonyl)amino)-3-(7-methylthieno[3,2-b]pyridine-2-carboxamido)propanoate C(C1=CC=CC=C1)OC(=O)NC(C(=O)OC(CN1N=C2C=CC(=CC2=C1)Br)C)CNC(=O)C1=CC2=NC=CC(=C2S1)C